tetrabutyl-1,2-propanediol ammonium [NH4+].C(CCC)CC(C(O)(CCCC)CCCC)(O)CCCC